CS(=O)(=O)OC=1C(=NC(=NC1)C=1C=NN(C1NC(=O)O[C@H](C)C=1C(=NC=CC1)Cl)C)C (R)-2-(5-(((1-(2-chloropyridin-3-yl)ethoxy)carbonyl)amino)-1-methyl-1H-pyrazol-4-yl)-4-methylpyrimidin-5-yl methanesulfonate